C1(CCCCC1)C[C@@H](C(=O)N[C@H](CO)C[C@H]1C(NCC1)=O)NC(OCC(C)C)=O 2-methylpropyl ((S)-3-cyclohexyl-1-(((S)-1-hydroxy-3-((S)-2-oxopyrrolidin-3-yl)propan-2-yl)amino)-1-oxopropan-2-yl)carbamate